Methyl 2,3-dibromo-5-nitrobenzoate BrC1=C(C(=O)OC)C=C(C=C1Br)[N+](=O)[O-]